O=C(CC(=O)OCC(CO)O)C 2,3-dihydroxypropyl 3-oxobutanoate